[4-(piperidine-4-carbonyl)piperazin-1-yl]methanone hydrochloride Cl.N1CCC(CC1)C(=O)N1CCN(CC1)C=O